1-(4-(4-(L-Threonyl)piperazin-1-yl)benzyl)-3,4-dichloro-5-hydroxy-1,5-dihydro-2H-pyrrol-2-one N[C@@H]([C@H](O)C)C(=O)N1CCN(CC1)C1=CC=C(CN2C(C(=C(C2O)Cl)Cl)=O)C=C1